BrC=1C=C2CCC3(CCN(CC3)CC(=O)OCC)C2=CC1 5-bromo-1'-(2-ethoxy-2-oxoethyl)-2,3-dihydrospiro[indene-1,4'-piperidine]